1-(2-(bicyclo[2.2.2]octan-1-yl)ethyl) 15-(3-pentyloctyl) 7-hydroxypentadecanedioate OC(CCCCCC(=O)OCCC12CCC(CC1)CC2)CCCCCCCC(=O)OCCC(CCCCC)CCCCC